C1(=CC=CC2=CC=CC=C12)C1N=C(OC1)C(C)(C)C 1-naphthyl-tert-butyl-oxazoline